N-[1-[2-[4-(3-cyano-1-piperidyl)-1-piperidyl]-2-oxo-ethyl]-3-[2-(difluoromethoxy)-5-methylsulfanyl-phenyl]pyrazol-4-yl]pyrazolo[1,5-a]pyrimidine-3-carboxamide C(#N)C1CN(CCC1)C1CCN(CC1)C(CN1N=C(C(=C1)NC(=O)C=1C=NN2C1N=CC=C2)C2=C(C=CC(=C2)SC)OC(F)F)=O